NC1=C(C(=NN1CC1=CC=C(C=C1)OC)C1=CN=NC=C1)OCC1CN(CCO1)C(=O)OC(C)(C)C tert-butyl 2-(((5-amino-1-(4-methoxybenzyl)-3-(pyridazin-4-yl)-1H-pyrazol-4-yl)oxy)methyl)morpholine-4-carboxylate